4-[3-[2,6-Dichloro-4-[4-(2-methoxyethyl)piperazin-1-yl]benzoyl]-2,4-dihydro-1,3-benzoxazin-8-yl]-5-fluoro-2-(3-oxa-8-azabicyclo[3.2.1]octan-8-yl)benzoic acid ClC1=C(C(=O)N2COC3=C(C2)C=CC=C3C3=CC(=C(C(=O)O)C=C3F)N3C2COCC3CC2)C(=CC(=C1)N1CCN(CC1)CCOC)Cl